FC=1C=C(C=CC1OC(F)(F)F)NC1=NC=2C(N=C1OC)=NON2 N-(3-FLUORO-4-(TRIFLUOROMETHOXY)PHENYL)-6-METHOXY-[1,2,5]OXADIAZOLO[3,4-B]PYRAZIN-5-AMINE